N-(2-chlorophenyl)-N-methyl-2-(((7-methyl-4-oxo-3,4-dihydroquinazolin-2-yl)methyl)(propyl)amino)acetamide ClC1=C(C=CC=C1)N(C(CN(CCC)CC1=NC2=CC(=CC=C2C(N1)=O)C)=O)C